FC(S(=O)(=O)[O-])(F)F.CSC1=CC=C(C=C1)C[SH+]C1=CC=CC=C1 (4-methylthiophenyl)methylphenylsulfonium trifluoromethanesulfonate